C(CC)C([O-])CC.[Mg+2].C(CC)C([O-])CC magnesium propyl-propoxide